(E)-2-propenamide C(C=C)(=O)N